7,7-dichloro-2,5-norbornadiene ClC1(C2C=CC1C=C2)Cl